(3R)-3-amino-7-[5-(2-amino-1,1-dimethyl-ethyl)-1,3,4-oxadiazol-2-yl]-5-[(4-chlorophenyl)methyl]-8-fluoro-1,1-dioxo-2,3-dihydro-1λ6,5-benzothiazepin-4-one N[C@H]1CS(C2=C(N(C1=O)CC1=CC=C(C=C1)Cl)C=C(C(=C2)F)C=2OC(=NN2)C(CN)(C)C)(=O)=O